COC1=NC=C(C=C1B1OC(C(O1)(C)C)(C)C)C 2-methoxy-5-methyl-3-(4,4,5,5-tetramethyl-1,3,2-dioxaborolan-2-yl)pyridine